N1-Boc-N3-[3-(Bocamino)propyl]propane-1,3-diamine C(=O)(OC(C)(C)C)NCCCNCCCNC(=O)OC(C)(C)C